1-(3-(6-chloro-5-methoxy-1-methyl-3-(1H-pyrazol-4-yl)-1H-pyrrolo[3,2-b]pyridin-2-yl)-1H-1,2,4-triazol-5-yl)ethan-1-one ClC=1C=C2C(=NC1OC)C(=C(N2C)C2=NNC(=N2)C(C)=O)C=2C=NNC2